BrC1=CC=C(C=C1)[C@H]1[C@H]2N(CCC1)[C@H](CO2)C2=CC=CC=C2 (3S,8S,8aS)-8-(4-bromophenyl)-3-phenylhexahydro-5H-oxazolo[3,2-a]pyridine